COCC(COC)(C)S(=O)(=O)C1(CC1)CO (1-((1,3-dimethoxy-2-methylpropan-2-yl)sulfonyl)cyclopropyl)methanol